2-(1-methyl-1H-pyrazol-3-yl)cyclopentane-1-ol CN1N=C(C=C1)C1C(CCC1)O